ClC=1C=C2C(=NN1)N(CC1N2CCC(C1)O)C(=O)OC(C)(C)C tert-butyl 2-chloro-8-hydroxy-6,6a,7,8,9,10-hexahydro-5H-pyrido[1',2':4,5]pyrazino[2,3-c]pyridazine-5-carboxylate